ClC=1C(=CC=C2N=CC(=NC12)C=1C=NN(C1)C(C(=O)OC)(C)C)OC1=CC2=C(N=C(N2COCC[Si](C)(C)C)C)C=C1 methyl 2-[4-[8-chloro-7-[2-methyl-3-(2-trimethylsilylethoxymethyl)benzimidazol-5-yl]oxy-quinoxalin-2-yl]pyrazol-1-yl]-2-methyl-propanoate